4-{2-[4-(dimethylamino)piperidin-1-yl]-5-(2-methyl-2H-indazol-5-yl)-6-(methylamino)pyrimidin-4-yl}benzonitrile CN(C1CCN(CC1)C1=NC(=C(C(=N1)C1=CC=C(C#N)C=C1)C1=CC2=CN(N=C2C=C1)C)NC)C